COC1=C(C(=O)C=2C=CC3=C(C(=CO3)C3CC4CCCCN4CC3)C2)C=CC=C1 5-(2-methoxybenzoyl)-3-(octahydro-2H-quinolizin-2-yl)-benzofuran